ClC1=C(C(=O)NC2C(C2)(C)C)C=CC(=C1)CNC1=NC=NC2=C1SC=1N=NC(=C(C12)C)C 2-chloro-N-(2,2-dimethylcyclopropyl)-4-[[(3,4-dimethylpyrimidino[4',5':4,5]thieno[2,3-c]pyridazin-8-yl)amino]methyl]benzamide